C(C1=CC=CC=C1)O[C@H]1CN(CC1)CC1=CC(=CC(=C1)C(F)(F)F)N=C=S (R)-3-(benzyloxy)-1-(3-isothiocyanato-5-(trifluoromethyl)benzyl)pyrrolidine